GOLD(III) BIGUANIDE NC(=N)NC(=N)N.[Au+3]